C(C)S(=O)(=O)C=1C=[N+](C2=CC=CC=C2C1)[O-] 3-ethylsulfonyl-1-oxido-quinolin-1-ium